C(CCCCCC)C=1NC2=CC=C(C=C2C(C1)=O)CCSCC(=O)N 2-((2-(2-heptyl-4-oxo-1,4-dihydroquinolin-6-yl)ethyl)thio)acetamide